FC(C(=O)O)(F)F.CN(C1=C2C(=NC=N1)N(N=C2C=2C=CC1=C(N=C(O1)N)C2)CC=2C=C1CCNCC1=CC2)C 5-(4-(dimethylamino)-1-((1,2,3,4-tetrahydroisoquinolin-6-yl)methyl)-1H-pyrazolo[3,4-d]pyrimidin-3-yl)benzo[d]oxazol-2-amine trifluoroacetate salt